Cl.COCCN(C1CCC(CC1)N)C (1r,4r)-N1-(2-Methoxyethyl)-N1-methylcyclohexane-1,4-diamine hydrochloride